6,6a,7,8,9,10-hexahydro-5H-pyrazino[1,2-a]pyrido[3,2-e]pyrimidin-5-one N1=CC=CC=2C(NC3N(C21)CCNC3)=O